C1(CC1)C=1C=C(C=NC1)N 5-cyclopropylpyridin-3-amine